4-chloroacetylthiophene ClCC(=O)C=1C=CSC1